ClC=1C(=C(C=CC1Cl)O)[C@@H]1CC2=NN=C(N2C1)[C@@H]1CNCC1 3,4-dichloro-2-((6S)-3-((S)-pyrrolidin-3-yl)-6,7-dihydro-5H-pyrrolo[2,1-c][1,2,4]triazol-6-yl)phenol